(3R)-3-fluoro-N-[4-fluoro-2-methyl-3-({4-oxo-3-[4-(piperazin-1-yl)phenyl]quinazolin-6-yl}oxy)phenyl]pyrrolidine-1-sulfonamide F[C@H]1CN(CC1)S(=O)(=O)NC1=C(C(=C(C=C1)F)OC=1C=C2C(N(C=NC2=CC1)C1=CC=C(C=C1)N1CCNCC1)=O)C